4-[4-(difluoromethyl)phenoxy]-3-(5,6-dihydro-4H-pyrrolo[1,2-b]pyrazol-2-yl)-N-methylbenzene-1-sulfonamide FC(C1=CC=C(OC2=C(C=C(C=C2)S(=O)(=O)NC)C=2C=C3N(N2)CCC3)C=C1)F